methyl (3S)-3-(2-(4-(14-azido-3-methyl-6,9,12-trioxa-3-azatetradecyl)-2-oxopyridin-1(2H)-yl)-5-methylhexanamido)-3-(2',4',6'-trimethyl-[1,1'-biphenyl]-3-yl)propanoate N(=[N+]=[N-])CCOCCOCCOCCN(CCC1=CC(N(C=C1)C(C(=O)N[C@@H](CC(=O)OC)C=1C=C(C=CC1)C1=C(C=C(C=C1C)C)C)CCC(C)C)=O)C